ClC=1C(=CC(=C(C1)NC(=O)N1C2CC=3C(=CNC(C3)=O)C1CC2)F)C(F)(F)F N-(5-chloro-2-fluoro-4-(trifluoromethyl)phenyl)-3-oxo-3,5,6,7,8,9-hexahydro-2H-6,9-epiminocyclohepta[c]pyridine-10-carboxamide